(E)-N-(4-(4-((2-(2-fluoro-4-(trifluoromethyl)styryl)oxazol-4-yl)methoxy)phenyl)butyl)formamide FC1=C(/C=C/C=2OC=C(N2)COC2=CC=C(C=C2)CCCCNC=O)C=CC(=C1)C(F)(F)F